C(C)(C)(C)OC(=O)N1CCC(CC1)(C1=NN=C(N1)C1=CC=NC=C1)NC=1C=C(C(=O)NC2CCOC3=CC=C(C=C23)OCCCCCOCCCOCC(=O)O)C=CC1 2-(3-(5-(4-(3-(1-(tert-butoxycarbonyl)-4-(5-(pyridin-4-yl)-4H-1,2,4-triazol-3-yl)piperidin-4-ylamino)benzamido)chroman-6-yloxy)pentyloxy)propoxy)acetic acid